[Br-].C(C1=CC=CC=C1)OC(C[P+](C1=CC=CC=C1)(C1=CC=CC=C1)C1=CC=CC=C1)=O (2-(benzyloxy)-2-oxoethyl)triphenyl-phosphonium bromide